D-Galactopyranosyl-D-glucitol C1([C@H](O)[C@@H](O)[C@@H](O)[C@H](O1)CO)C([C@H](O)[C@@H](O)[C@H](O)[C@H](O)CO)O